FC(C1=CC=C(C=C1)NC(NC=1C=C(C=2C=CNC2C1)C(=O)OC1CCCC1)=O)(F)F cyclopentyl 6-(3-(4-(trifluoromethyl)phenyl)ureido)-1H-indole-4-carboxylate